tert-butyl(2-cyano-2-((6-(methylsulfonyl)isoquinolin-4-yl)amino)ethyl)carbamate C(C)(C)(C)OC(NCC(NC1=CN=CC2=CC=C(C=C12)S(=O)(=O)C)C#N)=O